BrC1=CC=2N(C=C1)N=CC2C 5-bromo-3-methylpyrazolo[1,5-a]pyridine